BrCCCCCCCCCCCCCCCCOC1OCCCC1 2-(16-bromohexadecoxy)tetrahydropyran